3-[4-(5-benzyl-pyrimidin-2-yl)-1,4-diazepan-1-yl]-6-(1-methyl-1H-pyrazol-4-yl)pyrazolo[1,5-a]pyridine C(C1=CC=CC=C1)C=1C=NC(=NC1)N1CCN(CCC1)C=1C=NN2C1C=CC(=C2)C=2C=NN(C2)C